tert-butyl 4-(3-(4-((1r,4r)-4-(4-amino-3-(4-phenoxyphenyl)-1H-pyrazolo[3,4-d]pyrimidin-1-yl)cyclohexyl)piperazin-1-yl)propyl)piperazine-1-carboxylate NC1=C2C(=NC=N1)N(N=C2C2=CC=C(C=C2)OC2=CC=CC=C2)C2CCC(CC2)N2CCN(CC2)CCCN2CCN(CC2)C(=O)OC(C)(C)C